[Na+].S(=O)(=O)(OCC(CCCC)CC)[O-] 2-Ethylhexyl sulfate sodium salt